all-cis-docosa-4,7,10,13,16,19-hexaenoic acid CC/C=C\C/C=C\C/C=C\C/C=C\C/C=C\C/C=C\CCC(=O)O